FC(C(=O)CCC(F)(F)F)(F)F 1-(trifluoroethanoyl)-2-(trifluoromethyl)ethane